2-Amino-4-(5-chloro-3-((S)-3-(dimethylamino)pyrrolidin-1-yl)-1-(((R)-1-methyl-2-oxopiperidin-3-yl)amino)-7,9-dihydrofuro[3,4-f]quinazolin-6-yl)-7-fluorobenzo[b]thiophene-3-carbonitrile NC1=C(C2=C(S1)C(=CC=C2C=2C1=C(C=3C(=NC(=NC3C2Cl)N2C[C@H](CC2)N(C)C)N[C@H]2C(N(CCC2)C)=O)COC1)F)C#N